ClC1=C(C=C(C=C1)F)C(=O)C1=C(C2=C(N(C(=N2)N(C)C)CC2=CC=C(C=C2)OC)C=C1Br)Br (2-chloro-5-fluorophenyl)[4,6-dibromo-2-(dimethylamino)-1-[(4-methoxyphenyl)methyl]benzo[d]imidazol-5-yl]methanone